5-[5-Methyl-2-(2,3,4,5-tetrafluoro-phenylamino)-pyrimidin-4-ylamino]-3H-benzooxazol-2-one CC=1C(=NC(=NC1)NC1=C(C(=C(C(=C1)F)F)F)F)NC=1C=CC2=C(NC(O2)=O)C1